tert-butyl (1R,4R)-5-((6-methoxypyridin-3-yl)methyl)-2,5-diazabicyclo[2.2.1]heptane-2-carboxylate COC1=CC=C(C=N1)CN1[C@H]2CN([C@@H](C1)C2)C(=O)OC(C)(C)C